(3-((4-((2-methyl-4-phenylthiazol-5-yl)oxy)pyridin-2-yl)amino)phenyl)propanenitrile CC=1SC(=C(N1)C1=CC=CC=C1)OC1=CC(=NC=C1)NC=1C=C(C=CC1)C(C#N)C